(S)-5-(2-methyl-2-phenylpropanoyl)-N-((S)-3-oxo-1-((S)-2-oxopyrrolidin-3-yl)-4-(trifluoromethoxy)butan-2-yl)-5-azaspiro[2.4]heptane-6-carboxamide CC(C(=O)N1CC2(CC2)C[C@H]1C(=O)N[C@@H](C[C@H]1C(NCC1)=O)C(COC(F)(F)F)=O)(C)C1=CC=CC=C1